C(C)(=O)OC=1C=CC=C2NC=C(C(C(N(C)C)[2H])([2H])[2H])C12 4-acetoxy-α,β,β-trideutero-N,N-dimethyltryptamine